tert-butylmethyl(2-(5-(2-((4-(trifluoromethyl)phenyl)amino)phenyl)-1,3,4-oxadiazol-2-yl)propan-2-yl)carbamate C(C)(C)(C)OC(N(C(C)(C)C=1OC(=NN1)C1=C(C=CC=C1)NC1=CC=C(C=C1)C(F)(F)F)C)=O